C(C)(C)C1=C(C(=CC(=C1)C(C)C)C(C)C)S(=O)(=O)N[C@@H](CC1=CC(=CC=C1)C(N)=N)C(=O)O Nα-(2,4,6-triisopropylbenzenesulfonyl)-3-amidino-(L)-phenylalanine